4,6-Dimethyl-pyridine-3-carboxylic acid CC1=C(C=NC(=C1)C)C(=O)O